C1N(CCC2=CC=CC=C12)[C@H]1[C@@H](CNCC1)O (3R,4R)-4-(3,4-dihydroisoquinolin-2(1H)-yl)piperidin-3-ol